N-(N-(t-Butoxycarbonyl)-sarcosyl)-sarcosine ethyl ester C(C)OC(CN(C)C(CN(C)C(=O)OC(C)(C)C)=O)=O